6-(4,6-bis(4-acetylpiperazin-1-yl)-1,3,5-triazin-2-yl)benzo[d]oxazole C(C)(=O)N1CCN(CC1)C1=NC(=NC(=N1)N1CCN(CC1)C(C)=O)C1=CC2=C(N=CO2)C=C1